COS(=O)(=O)[O-].C[N+](CCCCCCCC\C=C/CCCCCCCC)(CCCCCCCC\C=C/CCCCCCCC)C dimethyl-dioleylammonium methyl-sulfate